Cl.F[C@@H]1CN(CC1)C1=CC=C(C(=N1)C)C=1C=C2N(N1)C(N(C2)C=2C=NC=CC2)=O (S)-2-(6-(3-fluoropyrrolidin-1-yl)-2-methylpyridin-3-yl)-5-(pyridin-3-yl)-4,5-dihydro-6H-imidazo[1,5-b]pyrazol-6-one hydrochloride